COC1=C(C=CC=C1C)B(O)O 2-methoxy-3-methylphenylboronic acid